para-phenyl-phenol C1(=CC=CC=C1)C1=CC=C(C=C1)O